C(C=C)(=O)N1CCN(CC1)CC1=CC=C(C=C1)[C@H](C)NC=1N=CC2=C(N1)N(C(C=C2)=O)CC(C)(C)C 2-{(S)-1-[4-(4-propenoyl-piperazin-1-ylmethyl)-phenyl]-ethylamino}-8-(2,2-dimethyl-propyl)-8H-pyrido[2,3-d]Pyrimidin-7-one